FC1=C(CC=2NC(=NN2)C(=O)OCC)C=C(C(=C1)F)F ethyl 5-(2,4,5-trifluorobenzyl)-4H-1,2,4-triazole-3-carboxylate